1-[(di-2-propenylamino)methylene]-4,4a,5,6,6a,8,9,9a-octahydro-11-hydroxy-4-(methoxymethyl)-4a,6a-dimethylcyclopenta[5,6]naphtho[1,2-c]pyran-2,7,10(1H)-trione C(C=C)N(CC=C)C=C1C=2C(C(OC1=O)COC)(C=1CCC3(C(C1C(C2O)=O)CCC3=O)C)C